CC1=CC=C(C(=O)OC2CN(C2)C=2N=C(C3=C(N2)CC[S@+]3[O-])N(C3CCOCC3)C)C=C1 [1-[(5R)-4-[methyl-(tetrahydropyran-4-yl)amino]-5-oxido-6,7-dihydrothieno[3,2-d]pyrimidin-5-ium-2-yl]azetidin-3-yl] 4-methylbenzoate